2-(2-chloro-5-(4-prolylpiperazin-1-yl)phenyl)-3-methylimidazo[1,2-a]pyridine ClC1=C(C=C(C=C1)N1CCN(CC1)C([C@H]1NCCC1)=O)C=1N=C2N(C=CC=C2)C1C